FC1=CC(=CC=2N(C(=NC21)C)C(C)C)C2=CNC=1N=C(N=CC12)NCC(C)(C)C 5-(4-fluoro-1-isopropyl-2-methyl-1H-benzo[d]imidazol-6-yl)-N-neopentyl-7H-pyrrolo[2,3-d]pyrimidin-2-amine